COC=1C(=CC=2C(=C3C(=NC2C1)CCC3)N[C@@H]3CCNCCC3)OC (4S)-N-{6,7-dimethoxy-1H,2H,3H-cyclopenta[b]quinolin-9-yl}azepan-4-amine